OC1=C(C=CC=C1)C1=CC(=CN=N1)N1CCC(CC1)(C(=O)N1CC2(C1)CN(CC2)CC2CCN(CC2)C2=CC=C(C=C2)[C@H]2C(NC(CC2)=O)=O)C2=CC=CC=C2 (3S)-3-(4-{4-[(2-{1-[6-(2-HYDROXYPHENYL)PYRIDAZIN-4-YL]-4-PHENYLPIPERIDINE-4-CARBONYL}-2,6-DIAZASPIRO[3.4]OCTAN-6-YL)METHYL]PIPERIDIN-1-YL}PHENYL)PIPERIDINE-2,6-DIONE